ClC1=C(C=CC=C1Cl)SC1=NNC2=C1N=C(S2)N2CCC(CC2)(C)CN (1-(3-((2,3-dichlorophenyl)thio)-1H-pyrazolo[4,3-d]thiazol-5-yl)-4-methylpiperidin-4-yl)methanamine